(7-chloro-1-cyclopropyl-6-fluoro-4-oxo-1,4-dihydroquinoline-3-carboxamido)piperazine-1-carboxylic acid tert-butyl ester C(C)(C)(C)OC(=O)N1C(CNCC1)NC(=O)C1=CN(C2=CC(=C(C=C2C1=O)F)Cl)C1CC1